L-tryptophan chloride N[C@@H](CC1=CNC2=CC=CC=C12)C(=O)Cl